NC1=NC=C(C2=C1C(=C(N2C)C2=C(C=C(C=C2)NC(C(=C)C)=O)F)C2=CC=C(C=C2)OC2=NC=CC=N2)C#N N-(4-(4-amino-7-cyano-1-methyl-3-(4-(pyrimidin-2-yloxy)phenyl)-1H-pyrrolo[3,2-c]pyridin-2-yl)-3-fluorophenyl)methacrylamide